7-((2R,3R,4S,5R)-5-((R)-(3,4-difluorophenyl)(hydroxy)methyl)-3,4-dihydroxytetrahydrofuran-2-yl)-1,7-dihydro-4H-pyrrolo[2,3-d]pyrimidin-4-one oxime FC=1C=C(C=CC1F)[C@H]([C@@H]1[C@H]([C@H]([C@@H](O1)N1C=CC2=C1NC=NC2=NO)O)O)O